4,6-dihydroxyl-2-mercaptopyrimidine sodium salt [Na].OC1=NC(=NC(=C1)O)S